ClC1=CC=CC=2C(=NOC21)N2CCN(CC2)C2=C(C=CC=C2)Cl 7-Chloro-3-(4-(2-chlorophenyl)piperazin-1-yl)benzo[d]isoxazole